1,4,7,10-tetraoxa-13-azacyclopentadecane O1CCOCCOCCOCCNCC1